1-(6Z,9Z,12Z-octadecatrienoyl)-2-(9Z,12Z-heptadecadienoyl)-glycero-3-phosphocholine CCCCC/C=C\C/C=C\C/C=C\CCCCC(=O)OC[C@H](COP(=O)([O-])OCC[N+](C)(C)C)OC(=O)CCCCCCC/C=C\C/C=C\CCCC